ClC1=C(C(=C(C=C1OC)OC)Cl)C1CCC=2C(=NNC2C1)C1=C(C=C(C=C1)F)[N+](=O)[O-] 6-(2,6-dichloro-3,5-dimethoxyphenyl)-3-(4-fluoro-2-nitrophenyl)-4,5,6,7-tetrahydro-1H-indazole